BrC1=C(C=C(C=C1)C1CCN(CC1)C)C(F)(F)F 4-(4-bromo-3-trifluoromethyl-phenyl)-1-methyl-piperidine